N-((7-((diphenylmethylene)amino)-2-methylbenzofuran-3-yl)methyl)-N-methylacrylamide C1(=CC=CC=C1)C(C1=CC=CC=C1)=NC1=CC=CC=2C(=C(OC21)C)CN(C(C=C)=O)C